((R)-3-(3,5-difluorophenyl)isoxazolidin-2-yl)((3S,4R)-3-fluoro-1-(6-((S)-methylsulfinyl)pyrimidin-4-yl)piperidin-4-yl)methanone FC=1C=C(C=C(C1)F)[C@@H]1N(OCC1)C(=O)[C@@H]1[C@@H](CN(CC1)C1=NC=NC(=C1)[S@@](=O)C)F